C(C)(C)(C)OC(=O)NCC=1SC2=C(N1)C(=CC=C2N2C[C@@H](N([C@H](C2)C)C(=O)OC(C)(C)C)C)C(NC2=CC1=CN(N=C1C(=C2)F)C)=O tert-butyl (2S,6S)-4-[2-[(tert-butoxycarbonylamino)methyl]-4-[(7-fluoro-2-methyl-indazol-5-yl)carbamoyl]-1,3-benzothiazol-7-yl]-2,6-dimethyl-piperazine-1-carboxylate